tert-butyl N-[3-[[4-[4-(2-chloro-3-cyano-4-pyridyl)-1,4-diazepan-1-yl]benzoyl]-methyl-amino]propyl]carbamate ClC1=NC=CC(=C1C#N)N1CCN(CCC1)C1=CC=C(C(=O)N(CCCNC(OC(C)(C)C)=O)C)C=C1